BrC=1C(=CC2=C(SC(=C2)CC#N)C1)C(F)(F)P([O-])([O-])=O ((6-BROMO-2-(CYANOMETHYL)BENZO[B]THIOPHEN-5-YL)DIFLUOROMETHYL)PHOSPHONATE